N=1NC=NC1 2H-1,2,4-triazole